N-(2-amino-2-oxoethyl)-4-(5-(4-chlorophenyl)-1-(2,4-dichlorophenyl)-4-methyl-1H-pyrazole-3-carboxamido)picolinamide NC(CNC(C1=NC=CC(=C1)NC(=O)C1=NN(C(=C1C)C1=CC=C(C=C1)Cl)C1=C(C=C(C=C1)Cl)Cl)=O)=O